C(C)C1(NC(N(C(C1)=O)C(COC)C=1C=C(C(=O)N[C@H]2[C@](COC3=CC=CC=C23)(C)O)C=CC1)=N)CC 3-[1-(4,4-diethyl-2-imino-6-oxo-hexahydropyrimidin-1-yl)-2-methoxy-ethyl]-N-[(3S,4R)-3-hydroxy-3-methyl-chroman-4-yl]benzamide